[C@@H]12[C@H](CCCC1)C(=O)OC2=O trans-1,2-cyclohexanedicarboxylic acid anhydride